C(C)(=O)OCCC(C(C)C)S 3-sulfanyl-4-methylpentyl acetate